C(CCC)C1=NC=2C(=CN=NC2N)N1CC1=CC=C(C=C1)OC 2-butyl-1-(4-methoxybenzyl)-1H-imidazo[4,5-d]pyridazin-4-amine